C[C@H](CCC)OC1=C(C(=O)N)C=CC=C1 2-[(2R)-pent-2-yloxy]benzamide